C1(=CC=C(C=C1)NC(CC1=NC(=NC=C1)NS(=O)(=O)C1CC1)=O)C1=CC=CC=C1 N-([1,1'-biphenyl]-4-yl)-2-(2-(cyclopropanesulfonylamino)pyrimidin-4-yl)acetamide